4-[2-(azepan-1-yl)-4-(cyclopropanecarbonylamino)benzoyl]-3-(hydroxymethyl)piperazine-1-carboxylic acid tert-butyl ester C(C)(C)(C)OC(=O)N1CC(N(CC1)C(C1=C(C=C(C=C1)NC(=O)C1CC1)N1CCCCCC1)=O)CO